Dimethylbutan-2-ol CC(C(C)O)(C)C